2-(4-((4-(2-(2,6-dioxopiperidin-3-yl)-1,3-dioxoisoindolin-5-yl)piperazin-1-yl)methyl)piperidin-1-yl)acetic acid O=C1NC(CCC1N1C(C2=CC=C(C=C2C1=O)N1CCN(CC1)CC1CCN(CC1)CC(=O)O)=O)=O